Br[C@H](C(=O)O)CO (S)-2-Bromo-3-hydroxypropanoic acid